(2S)-3-methyl-2-(methylamino)pentanoic acid CC([C@@H](C(=O)O)NC)CC